3-methoxy-4-(3-(1-piperazinyl)propoxy)aniline COC=1C=C(N)C=CC1OCCCN1CCNCC1